C1(CC1)S(=O)(=O)N1N=CC(=C1)C1=NC=CC(=N1)NC1=NC=C(C(=C1)NC1CCC(CC1)CO)C#CC=1C=NN(C1)[C@@H]1C(C1)(F)F ((1s,4s)-4-((2-((2-(1-(Cyclopropylsulfonyl)-1H-pyrazol-4-yl)pyrimidin-4-yl)amino)-5-((1-(2,2-difluorocyclopropyl)-1H-pyrazol-4-yl)ethynyl)pyridin-4-yl)amino)cyclohexyl)methanol